C1(CC1)C=1N=CN(C1)C1=C(C=CC2=C1C=C(O2)C(=O)N)C 4-(4-cyclopropyl-1H-imidazol-1-yl)-5-methylbenzofuran-2-carboxamide